3-(4-chlorophenyl)phenanthrene ClC1=CC=C(C=C1)C=1C=CC=2C=CC3=CC=CC=C3C2C1